4,5-dimethyl-1H-pyrrole-3-carboxylic acid CC=1C(=CNC1C)C(=O)O